(S)-2-(4-fluorobenzamido)adipic acid FC1=CC=C(C(=O)N[C@H](C(=O)O)CCCC(=O)O)C=C1